silicon triacrylate C(C=C)(=O)[O-].C(C=C)(=O)[O-].C(C=C)(=O)[O-].[Si+3]